7-[(2R,4S)-2-(6-keto-1-methyl-3-pyridyl)tetrahydropyran-4-yl]-2,3-dimethyl-9-[3-(trifluoromethyl)-1-bicyclo[1.1.1]pentanyl]pyrazino[1,2-a]pyrimidin-4-one O=C1C=CC(=CN1C)[C@@H]1OCC[C@@H](C1)C=1N=C(C=2N(C(C(=C(N2)C)C)=O)C1)C12CC(C1)(C2)C(F)(F)F